CN(C(CNC(=O)N)C)C N-(2-dimethylaminopropyl)urea